FC=1N=C(SC1CN1[C@H](C[C@H](C1)OC1=NC=C(C(=C1)C)F)C)NC(C)=O N-(4-fluoro-5-(((2S,4R)-4-((5-fluoro-4-methylpyridin-2-yl)oxy)-2-methylpyrrolidin-1-yl)methyl)thiazol-2-yl)acetamide